6,8-Difluoro-1,2,3,4-tetrahydronaphthalene-1-carboxylic acid methyl ester COC(=O)C1CCCC2=CC(=CC(=C12)F)F